O1COCC2C1CCC(O2)C(=O)N hexahydropyrano[3,2-d][1,3]Dioxine-6-carboxamide